ClC1=C(C=C(C=C1)O)C1COCCCN1 4-chloro-3-(1,4-oxazepan-3-yl)phenol